ethyl 4-[6-(4,4-difluoro-1-methylcyclohexyl)-5-fluoropyridin-3-yl]-2,4-dioxobutanoate FC1(CCC(CC1)(C)C1=C(C=C(C=N1)C(CC(C(=O)OCC)=O)=O)F)F